N-(diphenylmethylene)-6-fluoroimidazo[1,5-a]pyridin-5-amine C1(=CC=CC=C1)C(=NC1=C(C=CC=2N1C=NC2)F)C2=CC=CC=C2